N-[(5-methylpyrrolidin-3-yl)methyl]Cyclopropylamine CC1CC(CN1)CNC1CC1